1,1-di(tert-amyl-peroxy)-cyclohexane C(C)(C)(CC)OOC1(CCCCC1)OOC(C)(C)CC